p-trifluoromethylpiperidine FC(C1CCNCC1)(F)F